8-chloro-4-methyl-6-(4,4,5,5-tetramethyl-1,3,2-dioxaborolan-2-yl)quinazoline ClC=1C=C(C=C2C(=NC=NC12)C)B1OC(C(O1)(C)C)(C)C